C(C)(C)NC(C)C=1C=C(C=C(C1)OC)NC1=NC=C(C(=N1)NC=1C=CC2=C(NC(O2)=O)C1)C 5-(2-(3-(1-(isopropylamino)ethyl)-5-methoxyphenylamino)-5-methylpyrimidin-4-ylamino)benzo[d]oxazol-2(3H)-one